CC(CC(C)C)N(C1=CC=C(C=C1)N)C1=CC=CC=C1 N'-(1,3-dimethylbutyl)-N'-phenyl-1,4-benzenediamine